NC(C[N-]C1=NC=CC=C1O)=O N-(2-amino-2-oxoethyl)-3-hydroxypyridin-2-yl-amide